C(\C=C\C1=CC=C(C=C1)O)(=O)OCCCCCCCCCCCCCCCCCC n-Octadecyl coumarate